C(#N)C1=CC(=CS1)C=1C=CC(=C(C1)NS(=O)(=O)C1=CC=C(C=C1)OC)C N-[5-(5-cyano-3-thienyl)-2-methylphenyl]-4-methoxybenzenesulfonamide